rac-tert-Butyl 4-(6-{[4-(5-cyclopropyl-1,2,4-oxadiazol-3-yl)-4-methylpiperidine-1-carbonyl]amino}cyclohex-1-en-1-yl)-3,6-dihydropyridine-1(2H)-carboxylate C1(CC1)C1=NC(=NO1)C1(CCN(CC1)C(=O)N[C@@H]1CCCC=C1C=1CCN(CC1)C(=O)OC(C)(C)C)C |r|